FC1=C(C(=CC=C1)OC)NNC(C(=O)[O-])C(CC(=O)[O-])=O 2-(2-(2-fluoro-6-methoxyphenyl)hydrazino)-3-oxo-glutarate